FC1(C(C1)C=1C(=C(C=CC1)O)F)F 3-(2,2-Difluorocyclopropyl)-2-fluoro-phenol